(2R,1'R,3'R)-3-(2-cyclopentyl-2-phenyl-2-hydroxyacetoxy)-1-(ethoxycarbonylmethyl)-1-methylpyrrolidinium C1(CCCC1)[C@@](C(=O)OC1C[N+](CC1)(C)CC(=O)OCC)(O)C1=CC=CC=C1